5,10,15,20-tetra(4-ethynylphenyl)porphyrin C(#C)C1=CC=C(C=C1)C=1C2=CC=C(N2)C(=C2C=CC(C(=C3C=CC(=C(C=4C=CC1N4)C4=CC=C(C=C4)C#C)N3)C3=CC=C(C=C3)C#C)=N2)C2=CC=C(C=C2)C#C